C(C=C)NP(=O)(N(C(C)C)C(C)C)NCC=C diallyl-N,N-diisopropylphosphoramide